C1(CC1)C1=C(C=CC(=C1)[C@H]1NCCC1)C=1N=C2SC3=C(N2C1)C=CC(=C3)C(=O)NCCCN3CCC(CC3)F (S)-2-(2-cyclopropyl-4-(pyrrolidin-2-yl)phenyl)-N-(3-(4-fluoropiperidin-1-yl)propyl)benzo[d]imidazo[2,1-b]thiazole-7-carboxamide